C1(=CC=CC=C1)C(C#C)(O)C1=CC=CC=C1 1,1-diphenyl-2-propyn-1-ol